FUROPYRROL O1C=CC2=C1C=CN2